[Na+].P1(=O)(OC2=C(C=C(C=C2CCCC)CCCC)CC2=C(C(=CC(=C2)CCCC)CCCC)O1)[O-] methylene-bis(4,6-di-butylphenyl) phosphate sodium salt